3-(4-fluorophenyl)azetidin-3-ol hydrochloride Cl.FC1=CC=C(C=C1)C1(CNC1)O